(((2,2-difluoro-1-hydroxy-7-(trifluoromethylsulfanyl)-2,3-dihydro-1H-inden-4-yl)oxy)methyl)oxetane-3-carbonitrile FC1(C(C2=C(C=CC(=C2C1)OCC1OCC1C#N)SC(F)(F)F)O)F